NC1=C2CCN(C2=CC=C1)C(C)=O 1-(4-aminoindolin-1-yl)ethanone